OCC1CCC(CC1)NC=1C2=C(N=C(N1)NC1=CC=C(C=C1)N1CCOCC1)NC=C2C(=O)C2=CC=C(C=C2)C (4-(((1r,4r)-4-(hydroxymethyl)cyclohexyl)amino)-2-((4-morpholinophenyl)amino)-7H-pyrrolo[2,3-d]pyrimidine-5-yl)(p-tolyl)methanone